C(C)(C)(C)OC(=O)N1CC(C(CC1)OC1=CC(=C2C(=N1)C(=CS2)C(NC)=O)C(F)(F)F)(F)F 3,3-difluoro-4-((3-(methylcarbamoyl)-7-(trifluoromethyl)thieno[3,2-b]pyridin-5-yl)oxy)piperidine-1-carboxylic acid tert-butyl ester